N-((cis)-3-((3-Cyclopropyl-6-(1-methyl-1H-pyrazol-4-yl)pyrazolo[1,5-a]pyrazin-4-yl)oxy)-3-methylcyclobutyl)acrylamide C1(CC1)C=1C=NN2C1C(=NC(=C2)C=2C=NN(C2)C)OC2(CC(C2)NC(C=C)=O)C